4,4-difluoro-1-(3-sulfamoylbenzoyl)-D-prolinamide FC1(C[C@@H](N(C1)C(C1=CC(=CC=C1)S(N)(=O)=O)=O)C(=O)N)F